1-(3,5-dichloro-2-pyridinyl)-3-bromo-1H-pyrazole-5-carbonyl chloride ClC=1C(=NC=C(C1)Cl)N1N=C(C=C1C(=O)Cl)Br